1-(2-((3,3-difluoropyrrolidin-1-yl)methyl)phenyl)-4-methylpiperazine FC1(CN(CC1)CC1=C(C=CC=C1)N1CCN(CC1)C)F